3-((1,1-difluorohexyl)oxy)-4-(1-(methyl-d3)-1,2,5,6-tetrahydro-pyridin-3-yl-2,2-d2)-1,2,5-thiadiazole FC(CCCCC)(F)OC1=NSN=C1C=1C(N(CCC1)C([2H])([2H])[2H])([2H])[2H]